FC1=C(COC2=C(C(N(C(=C2)C)C2=CC=C(C(=O)N(CCO)CCO)C=C2)=O)Br)C=CC(=C1)F 4-(4-(2,4-difluorobenzyloxy)-3-bromo-6-methyl-2-oxopyridin-1(2H)-yl)-N,N-bis(2-hydroxyethyl)benzamide